C(C)(C)(C)OC(=O)NC1=CC(=C(C=C1)C=1SC=C(N1)C(=O)N[C@@H](CO)C(=O)O)Cl (2-(4-((tert-butoxycarbonyl)amino)-2-chlorophenyl)thiazole-4-carbonyl)-L-serine